FC1=CC=2C(C3=CC=CC=C3NC2C=C1)(C)C 2-fluoro-9,9-dimethyl-9,10-dihydroacridine